CCCC(CCC)C(C#N)C#N 2-(4-heptyl)malononitrile